[Cl-].C(CCCCCCCCCCCCCCC)C[N+](C)(C)CC cetyl-ethyl-trimethyl-ammonium chloride